Ethyl 2-(5-fluoro-3,4-dihydro-2H-1-benzopyran-4-ylidene)acetate FC1=CC=CC2=C1C(CCO2)=CC(=O)OCC